5-isopropyl-3-(4,4,5,5-tetramethyl-1,3,2-dioxaborolan-2-yl)-6,7-dihydro-4H-pyrazolo[1,5-a]pyrazine C(C)(C)N1CC=2N(CC1)N=CC2B2OC(C(O2)(C)C)(C)C